C(C)C1=CC=C(C=C1)CCCCCC=1OC=CC1 (5-(4-ethylphenyl)pentanyl)furane